(R)-N4-(1-(3-(difluoromethyl)-2-fluorophenyl)ethyl)-N6-(tetrahydro-2H-pyran-4-yl)cinnoline-4,6-diamine FC(C=1C(=C(C=CC1)[C@@H](C)NC1=CN=NC2=CC=C(C=C12)NC1CCOCC1)F)F